N-(3-(1H-imidazol-1-yl)phenyl)-[1,1'-biphenyl]-2-amine N1(C=NC=C1)C=1C=C(C=CC1)NC=1C(=CC=CC1)C1=CC=CC=C1